C(C1=CC=CC=C1)OCC1=CC=C(\C=C/2\C(=C(C3=CC(=CC=C23)Br)CC(=O)O)C)C=C1 (Z)-2-(1-(4-((Benzyloxy)methyl)benzylidene)-5-bromo-2-methyl-1H-inden-3-yl)acetic acid